4-(4-((3-fluorophenyl)sulfonyl)piperidin-1-yl)-3-nitrobenzonitrile FC=1C=C(C=CC1)S(=O)(=O)C1CCN(CC1)C1=C(C=C(C#N)C=C1)[N+](=O)[O-]